BrC=1C(=C(C(=CC1F)CC=C)O)[N+](=O)[O-] 3-bromo-4-fluoro-2-nitro-6-(prop-2-en-1-yl)phenol